bis(2-ethylhexyl) adipate (r-bis(ethylhexyl) adipate) C(C)C(CCCCC)C(C(=O)O)(CCCC(=O)O)C(CCCCC)CC.C(CCCCC(=O)OCC(CCCC)CC)(=O)OCC(CCCC)CC